C(CCCCCCC)OP(OCCCCCCCC)(=O)OP(=O)(OCCCCCCCC)OCCCCCCCC.[Zr] zirconium tetraoctylpyrophosphate